C1(CC(C(CC1)C(CO)(C)O)O)C menthane-3,8,9-triol